CN(C1CCN(CC1)C1CCN(CC1)C1=CC=C(C=C1)NC1=NC=NC(=C1)N1OCC[C@@H]1C1=CC=CC=C1)C (R)-N,N-dimethyl-1'-(4-((6-(3-phenylisoxazolidin-2-yl)pyrimidin-4-yl)amino)phenyl)-[1,4'-bipiperidin]-4-amine